[Mo].[Cr].[Ni].O(C#N)C1=CC=C(C=C1)C(C)(C)C1=CC=C(C=C1)OC#N 2,2-bis(4-cyanatophenyl)propane Nickel-chromium-molybdenum